5-benzyl-3-cyclopropyl-7-fluoro-N-[6-(4-isopropyl-4H-1,2,4-triazol-3-yl)pyridin-2-yl]-4,5-dihydroimidazo[1,5-a]quinoxaline-8-carboxamide C(C1=CC=CC=C1)N1CC=2N(C3=CC(=C(C=C13)F)C(=O)NC1=NC(=CC=C1)C1=NN=CN1C(C)C)C=NC2C2CC2